5-((2-fluoro-6-(pyrrolidin-1-ylmethyl)benzyl)amino)-6-methyl-N-(thiazol-4-yl)pyridine-2-sulfonamide trifluoroacetate FC(C(=O)O)(F)F.FC1=C(CNC=2C=CC(=NC2C)S(=O)(=O)NC=2N=CSC2)C(=CC=C1)CN1CCCC1